C(C=1C(N)=NC=CC1)(=O)[O-] aza-anthranilate